N-(1-(pyridin-2-yl)ethyl)-5-(4-(trifluoromethyl)phenyl)-3,4-dihydroisoquinoline-2(1H)-carboxamide N1=C(C=CC=C1)C(C)NC(=O)N1CC2=CC=CC(=C2CC1)C1=CC=C(C=C1)C(F)(F)F